2-(5-bromo-3-chloropyridin-2-yl)-4-methylmorpholin-2-ol BrC=1C=C(C(=NC1)C1(CN(CCO1)C)O)Cl